3-bromo-1,2,4-oxadiazole BrC1=NOC=N1